BrC=1C=C(\C=C\2/C=NCN(C2)C2=CC=C(C=C2)OC)C=CC1O (Z)-5-(3-bromo-4-hydroxybenzylidene)-1-(4-methoxyphenyl)pyrimidine